C1(=CC=C(C=C1)N(C1=CC=C(C=C1)NCC)CC)C1=CC=CC=C1 N1-([1,1'-biphenyl]-4-yl)-N1,N4-diethylbenzene-1,4-diamine